4-cyano-N-(8-methyl-1-isoquinolyl)-N-[(3R)-3-piperidyl]-3-[4-(3-pyridyl)phenyl]benzamide C(#N)C1=C(C=C(C(=O)N([C@H]2CNCCC2)C2=NC=CC3=CC=CC(=C23)C)C=C1)C1=CC=C(C=C1)C=1C=NC=CC1